COC1=C(C=2N(C=C1C(=O)O)C=C(N2)C)C 7-methoxy-2,8-dimethylimidazo[1,2-a]pyridine-6-carboxylic acid